CN1N=C(C2=CC=C(C=C12)[C@@H]1CNCC1)C1C(NC(CC1)=O)=O 3-[1-methyl-6-[(3R)-pyrrolidin-3-yl]indazol-3-yl]piperidine-2,6-dione